C(CCC)OC1=CC=C(O[C@@H]2OCCO[C@H]2OC2=CC=C(C=C2)OCCCC)C=C1 (2S,3S)-2,3-bis(4-butoxyphenoxy)-1,4-dioxane